C(C)(C)(C)OC(=O)N1CC(C(C1)CC(=O)O)CC(=O)O 2,2'-(1-(tert-Butoxycarbonyl)pyrrolidine-3,4-diyl)diacetic acid